2,4,6-trimethyl-N,N-dioctadecylbenzenaminium CC1=C(C(=CC(=C1)C)C)[NH+](CCCCCCCCCCCCCCCCCC)CCCCCCCCCCCCCCCCCC